Cl.C(C)N1CCN(CC1)CC=1C=CC(=NC1)NC1=NC=C(C(=N1)C=1C=C2C=CC(=NC2=C(C1)F)C)F N-(5-((4-ethylpiperazin-1-yl)methyl)pyridin-2-yl)-5-fluoro-4-(8-fluoro-2-methylquinolin-6-yl)pyrimidin-2-amine hydrochloride